N-[(6-methylpyridin-3-yl)methyl]-5-[4-(4-{[(6-methylpyridin-3-yl)methyl]carbamoyl}-1H-1,2,3-triazol-1-yl)butyl]-1,3,4-thiadiazole-2-carboxamide CC1=CC=C(C=N1)CNC(=O)C=1SC(=NN1)CCCCN1N=NC(=C1)C(NCC=1C=NC(=CC1)C)=O